2-(o-nitrophenyl)propionamide [N+](=O)([O-])C1=C(C=CC=C1)C(C(=O)N)C